N-Boc-1,2-diphenylethylenediamine C(=O)(OC(C)(C)C)NC(C(N)C1=CC=CC=C1)C1=CC=CC=C1